NC=1N=CC(=NC1OCC1=C(C(=CC=C1F)F)Cl)C1=CC=C(C=C1)C(=O)N1C[C@H](CC1)N(C)C {4-[5-amino-6-(2-chloro-3,6-difluoro-benzyloxy)-pyrazin-2-yl]-phenyl}-[(3S)-3-dimethylamino-pyrrolidin-1-yl]-methanone